tert-butyl N-[(3-bromo-4-methoxy-phenyl)methyl]carbamate BrC=1C=C(C=CC1OC)CNC(OC(C)(C)C)=O